(5-chloropyridin-3-yl)oxy-5'-phenyltetrahydro-3'H-spiro[cyclobutane-1,2'-pyrrolo[2,1-b][1,3]oxazol]-3'-one ClC=1C=C(C=NC1)OC1(CCC2OC3(C(N21)=O)CCC3)C3=CC=CC=C3